(2-fluoroethyl)-methyl-amine FCCNC